3-((2S)-3-(8-(2-fluoro-5-methoxyphenylsulfonyl)-1-oxa-8-azaspiro[4.5]decan-3-ylamino)-2-hydroxypropoxy)-N-methylbenzenesulfonamide FC1=C(C=C(C=C1)OC)S(=O)(=O)N1CCC2(CC(CO2)NC[C@@H](COC=2C=C(C=CC2)S(=O)(=O)NC)O)CC1